methyl (2S)-3-(1H-imidazol-5-yl)-2-[[(2S)-2-[(4-methoxy-1H-indole-2-carbonyl)amino]-4-methyl-pentanoyl] amino]propanoate N1C=NC=C1C[C@@H](C(=O)OC)NC([C@H](CC(C)C)NC(=O)C=1NC2=CC=CC(=C2C1)OC)=O